C(=O)(O)[C@H](CCCC1=CC=C(C=C1)OCCOCCOCC)N1CCN(CCN(CCN(CC1)[C@H](C(=O)[O-])CO)[C@H](CO)C(=O)[O-])[C@H](C(=O)[O-])CO (2S,2'S)-2,2'-{4-[(1S)-1-carboxy-4-{4-[2-(2-ethoxyethoxy)ethoxy]phenyl}butyl]-10-[(1R)-1-carboxylato-2-hydroxyethyl]-1,4,7,10-tetraazacyclododecan-1,7-diyl}bis(3-hydroxypropanoat)